FC(C(=O)O)(F)F.C(C1=CC=CC=C1)OC(N[C@@H]1CNC[C@H]1O)=O trans-(4-hydroxypyrrolidin-3-yl)carbamic acid benzyl ester 2,2,2-trifluoroacetate